COC(C1=C(C=CC=C1)F)=O Methyl-2-fluorobenzoate